OC1=C(C(C(=O)[O-])=CC=C1)N 3-hydroxyanthranilAt